(2R,3S,4S,5R)-N-(3-carbamoylphenyl)-3-(3,4-difluoro-2-isopropoxyphenyl)-4,5-dimethyl-5-(trifluoromethyl)tetrahydrofuran-2-carboxamide C(N)(=O)C=1C=C(C=CC1)NC(=O)[C@@H]1O[C@]([C@H]([C@H]1C1=C(C(=C(C=C1)F)F)OC(C)C)C)(C(F)(F)F)C